C1(C(C(C(C1([2H])[2H])([2H])[2H])([2H])[2H])([2H])[2H])[C@@H](CC#N)NN (R)-3-(cyclopentyl-2,2,3,3,4,4,5,5-d8)-3-hydrazineylpropanenitrile